CC(CC1=CC=CC=C1)(C)C(C(=O)O)CC.COC1=C2C(C(=C(OC2=CC=C1)C1=CC=C(C=C1)[N+](=O)[O-])CCCC(=O)O)=O methoxy-4'-nitroflavoneBUTYRATE (2-methyl-1-phenylpropan-2-yl butyrate)